7-(((6-chloro-[1,3]dioxolo[4,5-b]pyridin-7-yl)oxy)methyl)-2-(1-cyclopropyl-2-hydroxy-2-methylpropyl)isoindolin-1-one ClC=1C(=C2C(=NC1)OCO2)OCC=2C=CC=C1CN(C(C21)=O)C(C(C)(C)O)C2CC2